BrC=1C=C2C(=CC=NC2=CC1)NC1=CC(=CC(=C1)OC1COCC1)OC 6-Bromo-N-(3-methoxy-5-((tetrahydrofuran-3-yl)oxy)phenyl)quinolin-4-amine